N-((1R,3S)-3-(3H-Imidazo[4,5-b]pyridin-3-yl)cyclohexyl)-4-(1-(2,2-difluoroethyl)-1H-pyrazol-4-yl)-5-(trifluoromethyl)pyrimidin-2-amine N1=CN(C2=NC=CC=C21)[C@@H]2C[C@@H](CCC2)NC2=NC=C(C(=N2)C=2C=NN(C2)CC(F)F)C(F)(F)F